N1(C=NC2=C1C=CC=C2)CCC(=O)N2CC(OCC2)C2=NC(=CC=C2)CC2=CC=C(C=C2)F 3-(1H-benzo[d]imidazol-1-yl)-1-(2-(6-(4-fluorobenzyl)pyridin-2-yl)morpholino)propan-1-one